ClC=1C=C(C=C2C(=C(C=NC12)C#N)NCC(C)(C)C)N[C@H](C=1N=NN(C1)C1(CC1)C(F)(F)F)C=1C(N(C=CC1)C)=O (S)-8-chloro-6-(((1-methyl-2-oxo-1,2-dihydropyridin-3-yl)(1-(1-(trifluoromethyl)cyclopropyl)-1H-1,2,3-triazol-4-yl)methyl)amino)-4-(neopentylamino)quinoline-3-carbonitrile